N1C(=NC2=C1C=CC=C2)C(C#N)=CC2=C(N(C(=C2)C)C2=CC=NC=C2)C 2-(1H-benzo[d]imidazol-2-yl)-3-(2,5-dimethyl-1-(pyridin-4-yl)-1H-pyrrol-3-yl)acrylonitrile